isoamyl-sulfinic acid C(CC(C)C)S(=O)O